3,5-difluoro-N-phenylaniline C1=CC=C(C=C1)NC2=CC(=CC(=C2)F)F